(3R,4S,5R)-4-(benzyloxy)-5-((benzyloxy)methyl)-5-vinyltetrahydrofuran-2,3-diyl diacetate C(C)(=O)OC1O[C@]([C@H]([C@H]1OC(C)=O)OCC1=CC=CC=C1)(C=C)COCC1=CC=CC=C1